3-(((R)-7-((2S,4R)-4-((2,2-Difluoroethyl)amino)-2-(2,5-difluorophenyl)piperidine-1-carbonyl)-7-azaspiro[4.5]decan-10-yl)methyl)-6-fluoroquinazolin-4(3H)-one FC(CN[C@H]1C[C@H](N(CC1)C(=O)N1CC2(CCCC2)[C@@H](CC1)CN1C=NC2=CC=C(C=C2C1=O)F)C1=C(C=CC(=C1)F)F)F